N1,N1'-((5-(6-methoxypyridin-3-yl)-1,3-phenylene)bis(methylene))bis(N3-(3-aminopropyl)propane-1,3-diamine), hydrochloride salt Cl.COC1=CC=C(C=N1)C=1C=C(C=C(C1)CNCCCNCCCN)CNCCCNCCCN